CN1N=C(C2=CC=CC(=C12)OC1CCN(CC1)C(CC=1SC=CC1)=O)C1C(NC(CC1)=O)=O 3-(1-methyl-7-((1-(2-(thiophen-2-yl)acetyl)piperidin-4-yl)oxy)-1H-indazol-3-yl)piperidine-2,6-dione